(R)-2-(4-(4-chloropyrazolo[1,5-a]pyridin-2-yl)-1,4,6,7-tetrahydro-5H-imidazo[4,5-c]pyridin-5-yl)-5-(3-methylpyridin-2-yl)-1,3,4-oxadiazole ClC=1C=2N(C=CC1)N=C(C2)[C@@H]2N(CCC1=C2N=CN1)C=1OC(=NN1)C1=NC=CC=C1C